C(C)OC(CCC(=O)C1=NC(=CC(=C1O)C#N)C1=C(C(=CC=C1)C)C)=O 4-[4-cyano-6-(2,3-dimethyl-phenyl)-3-hydroxy-pyridin-2-yl]-4-oxo-butyric acid ethyl ester